C(C)(=O)NC1=NC=CC=C1CCC(=O)[O-] (S)-2-acetamido-3-pyridine-propionate